N-(6-amino-3-(2-chloro-5-fluorophenyl)-1-(trifluoromethyl)isoindolin-4-yl)-3-fluoro-5-(trifluoromethyl)benzamide NC1=CC(=C2C(NC(C2=C1)C(F)(F)F)C1=C(C=CC(=C1)F)Cl)NC(C1=CC(=CC(=C1)C(F)(F)F)F)=O